n-methyl-2-(3-(1-methyl-1H-pyrazol-4-yl)isoquinolin-8-yl)benzo[d]oxazole-4-carboxamide CNC(=O)C=1C=CC=C2C1N=C(O2)C=2C=CC=C1C=C(N=CC21)C=2C=NN(C2)C